FC([C@@H](C)[C@H]1CC[C@H]2C(CCC[C@]12C)=O)(CCC(C)(O[Si](CC)(CC)CC)C)F (1R,3aR,7aR)-1-{(2S)-3,3-Difluoro-6-methyl-6-[(triethylsilyl)oxy]heptan-2-yl}-7a-methyloctahydro-4H-inden-4-one